S1C(=NCC1)NC(CC)=O N-(4,5-dihydrothiazol-2-yl)propanamide